tert-butyl (1-amino-2-methylpropan-2-yl)carbamate NCC(C)(C)NC(OC(C)(C)C)=O